FC(C(=O)O)(F)F.O1CC(C1)C1=NC=CC=C1C1CCNCC1 2-(oxetan-3-yl)-3-(piperidin-4-yl)pyridine trifluoroacetate salt